C=1(C(=CC=CC1)N)C1=CC=C(C=C1)N 2,4'-biphenyldiamine